2-amino-4-(butylamino)-6-((1-methylpiperidin-4-yl)methyl)pyrido[4,3-d]pyrimidine NC=1N=C(C2=C(N1)C=CN(C2)CC2CCN(CC2)C)NCCCC